S1(NC(C2=C1C=CC=C2)=O)(=O)=O 1,2-BENZISOTHIAZOL-3(2H)-ONE 1,1-DIOXIDE